C(C)OCCCOC1=NN(C=C1N)C1CCC(CC1)N1[C@H]2COC[C@@H]1CC2 3-(3-ethoxypropoxy)-1-[(1r,4r)-4-[(1r,5S)-3-oxa-8-azabicyclo[3.2.1]oct-8-yl]cyclohexyl]-1H-pyrazol-4-amine